CC1=CC=C2C(=N1)SC=C2 6-methylthieno[2,3-b]pyridine